ClC1=CC=C2C(=CNC2=C1Cl)S(=O)(=O)NC1=NC=C(C=C1F)OCCF 6,7-dichloro-N-[3-fluoro-5-(2-fluoroethoxy)pyridin-2-yl]-1H-indole-3-sulfonamide